octadecyl-3-(3,5-di-tert.butyl-4-hydroxy phenyl)-propionate C(CCCCCCCCCCCCCCCCC)OC(CCC1=CC(=C(C(=C1)C(C)(C)C)O)C(C)(C)C)=O